C(C)(=O)NC=1SC(=CN1)CN1CCC(CC1)C(=O)NC1=CC=CC=C1 1-((2-acetamidothiazol-5-yl)methyl)-N-phenylpiperidine-4-carboxamide